[Ru]=O.[Ga] Gallium ruthenium oxide